C[C@@H]1COC[C@H](N1C[C@@H]1N(C[C@H](NC1)C)CC(=O)N1C2=C(OC[C@@H]1C)N=C(C(=C2)CC2=CC=C(C=C2)F)NCC)C 2-((2R,5R)-2-(((3R,5R)-3,5-dimethylmorpholino)methyl)-5-methylpiperazin-1-yl)-1-((S)-6-(ethylamino)-7-(4-fluorobenzyl)-2-methyl-2,3-dihydro-1H-pyrido[2,3-b][1,4]oxazin-1-yl)ethan-1-one